OC=1C=CC(=NC1)C=NNC(=S)N 5-Hydroxypicolinaldehyde thiosemicarbazone